C(C)(C)(C)C=1C=CC(=C(C1)C1CC2(C1)CCN(CC2)C(=O)C2CC1(C2)NC(CC1)=O)OC (2r,4s)-2-(2-(5-(tert-butyl)-2-methoxyphenyl)-7-azaspiro[3.5]nonane-7-carbonyl)-5-azaspiro[3.4]octan-6-one